bis(5-cyclohexyl-4-hydroxy-3-methylphenyl)-2-hydroxyphenyl-methane C1(CCCCC1)C=1C(=C(C=C(C1)C(C1=C(C=CC=C1)O)C1=CC(=C(C(=C1)C1CCCCC1)O)C)C)O